1-(methoxycarbonyl)cyclopropanecarboxylic acid COC(=O)C1(CC1)C(=O)O